C(C1=CC=CC=C1)N1C[C@@H]2CNC[C@@H]2C1 (3aR,6aS)-2-benzyl-octahydropyrrolo[3,4-c]pyrrole